(S)-6-(((1-cyclopropyl-1H-1,2,3-triazol-4-yl)(1-methyl-1H-indazol-4-yl)methyl)amino)-4-(neopentylamino)quinoline-3,8-dicarbonitrile C1(CC1)N1N=NC(=C1)[C@H](C1=C2C=NN(C2=CC=C1)C)NC=1C=C2C(=C(C=NC2=C(C1)C#N)C#N)NCC(C)(C)C